N(=C=O)C1=C2CCCC2=CC(=C1C1=CC(=NC=C1)OC1CCN(CC1)C)C 4-(4-isocyanato-6-methyl-2,3-dihydro-1H-inden-5-yl)-2-((1-methylpiperidin-4-yl)oxy)pyridine